1-(1-(3-chloro-2-fluorophenyl)eth-yl)-4-((3-fluoro-6-((5-methyl-1H-pyrazol-3-yl)amino)pyridin-2-yl)methyl)piperidine-4-carboxylic acid ClC=1C(=C(C=CC1)C(C)N1CCC(CC1)(C(=O)O)CC1=NC(=CC=C1F)NC1=NNC(=C1)C)F